OCCCCC#CC1=CC=CC=2N(C(N(C21)C)=O)C2C(NC(CC2)=O)=O 3-[4-(6-hydroxyhex-1-ynyl)-3-methyl-2-oxo-benzimidazol-1-yl]piperidine-2,6-dione